antimony-selenium sulfide [Se]=S.[Sb]